O=C(CC[C@H]1NC(OC1)=O)N1CC(C1)C=1C=NC(=NC1)N1CC(CC1)C(F)(F)F (+)-(4R)-4-[3-Oxo-3-[3-[2-[3-(trifluoromethyl)pyrrolidin-1-yl]pyrimidin-5-yl]azetidin-1-yl]propyl]oxazolidin-2-one